(S)-2-(phenylmethylamino)-3,3-difluoropropan-1-ol C1(=CC=CC=C1)CN[C@@H](CO)C(F)F